O=C1N(C(CC1)=O)[C@@H](C(=O)NCC1=C(C(=C(C(=C1[2H])[2H])[2H])[2H])[2H])C (2R)-2-(2,5-dioxopyrrolidin-1-yl)-N-((phenyl-d5)methyl)propanamide